C[C@@H]1N(C[C@@H](N(C1)C(=O)C1(C(C1)C1=CC=C(C=C1)[N+](=O)[O-])C)C)C(=O)C1(C(C1)C1=CC=C(C=C1)[N+](=O)[O-])C ((2S,5S)-2,5-dimethylpiperazine-1,4-diyl)bis((1-methyl-2-(4-nitrophenyl)cyclopropyl)methanone)